(S)-1-((2S,4R)-4-hydroxy-2-(((S)-1-(4-(4-methylthiazol-5-yl)phenyl)ethyl)carbamoyl)pyrrolidin-1-yl)-3,3-dimethyl-1-oxobutan O[C@@H]1C[C@H](N(C1)C(CC(C)(C)C)=O)C(N[C@@H](C)C1=CC=C(C=C1)C1=C(N=CS1)C)=O